ClC=1SC(=CC1N(C(=O)N)S(N(C1CCOCC1)C=1C=NN(C1)C)(=O)=O)Cl (2,5-dichlorothien-3-yl)-1-[(1-methyl-1H-pyrazol-4-yl)(oxan-4-yl)sulfamoyl]urea